5,6-difluoroindan-1,3-dione FC=1C=C2C(CC(C2=CC1F)=O)=O